N-(2,2,2-trifluoroethyl)-2-(5-(trifluoromethyl)-1,2,4-oxadiazol-3-yl)-6,7-dihydrothieno[3,2-c]pyridine-5(4H)-carboxamide FC(CNC(=O)N1CC2=C(CC1)SC(=C2)C2=NOC(=N2)C(F)(F)F)(F)F